CC1(OC2=C(C1)C=CC=C2OCC(=O)NN=CC2=C(C=CC=C2)OC)C ((2,2-dimethyl-2,3-dihydrobenzofuran-7-yl)oxy)-N'-(2-methoxybenzylidene)acethydrazide